N-(4-chlorophenyl)-2-(5-(trifluoromethyl)-1,2,4-oxadiazol-3-yl)-4,7-dihydrothieno[2,3-c]pyridine-6(5H)-carboxamide ClC1=CC=C(C=C1)NC(=O)N1CC2=C(CC1)C=C(S2)C2=NOC(=N2)C(F)(F)F